C1(=CC=CC=C1)NC(=O)C1[C@H]2CN(C[C@@H]12)C(=O)OC(C)(C)C tert-butyl (1R,5S,6r)-6-(phenylcarbamoyl)-3-azabicyclo[3.1.0]hexane-3-carboxylate